4-(piperazin-1-yl)-N-(5,6,7,8-tetra-hydronaphthalen-2-yl)benzenesulfonamide N1(CCNCC1)C1=CC=C(C=C1)S(=O)(=O)NC1=CC=2CCCCC2C=C1